C(C)(C)(C)OC(=O)N(C1CCC(CC1)C(=O)OC)C methyl (1r,4r)-4-((tert-butoxycarbonyl)(methyl)amino)cyclohexane-1-carboxylate